C(C)(=O)C=1C(OC2=CC(=CC(=C2C1)C)C1=CC=C(C=C1)F)=O 3-acetyl-5-methyl-7-(4-fluorophenyl)coumarin